C(C)(C)(C)OC(=O)N([C@H](C(=O)O)CCCCC)C (S)-2-((tert-Butoxycarbonyl)(methyl)amino)heptanoic acid